bis(3-trifluoromethyl-4-aminophenyl)terephthalamide FC(C=1C=C(C=CC1N)C=1C(=C(C(=O)N)C=CC1C(=O)N)C1=CC(=C(C=C1)N)C(F)(F)F)(F)F